4-(9-ethyl-2-(1H-pyrazol-3-yl)-8-(pyridin-4-yl)-9H-purin-6-yl)morpholine C(C)N1C2=NC(=NC(=C2N=C1C1=CC=NC=C1)N1CCOCC1)C1=NNC=C1